tert-butyl ((5R,8S,11R)-1-amino-11-(3-benzyl-1,2,4-oxadiazol-5-yl)-8-(4-hydroxy-2,6-dimethylbenzyl)-1-imino-18,18-dimethyl-6,9,16-trioxo-17-oxa-2,7,15-triazanonadecan-5-yl)carbamate NC(NCC[C@H](C(N[C@H](C(C[C@@H](CCCNC(OC(C)(C)C)=O)C1=NC(=NO1)CC1=CC=CC=C1)=O)CC1=C(C=C(C=C1C)O)C)=O)NC(OC(C)(C)C)=O)=N